C1(=CC=CC=C1)N1N=C2C=CC=CC2=C1C1=CC=C(C=C1)C 2-Phenyl-3-(p-tolyl)-2H-indazole